2,6-dibromo-4H-thiazolo[5',4':4,5]Pyrrolo[3,2-b]Pyridine BrC=1SC2=C(NC=3C2=NC=C(C3)Br)N1